CN(CCC1C2=C(C(NC1)=O)C=C(N2)C2=C(C=NC=C2)F)C 7-[2-(dimethylamino)ethyl]-2-(3-fluoropyridin-4-yl)-1H,5H,6H,7H-pyrrolo[3,2-c]pyridin-4-one